(1R,5S,6r)-6-(1-Isopropyl-3-(6-(trifluoromethyl)pyridin-2-yl)-1H-pyrazol-5-yl)bicyclo[3.1.0]hexan-3-ol C(C)(C)N1N=C(C=C1C1[C@H]2CC(C[C@@H]12)O)C1=NC(=CC=C1)C(F)(F)F